2,2-difluoro-6-(4-(methoxycarbonyl)phenyl)-7-azaspiro[3.5]non-5-ene-7-carboxylic acid tert-butyl ester C(C)(C)(C)OC(=O)N1C(=CC2(CC(C2)(F)F)CC1)C1=CC=C(C=C1)C(=O)OC